C1=C(C=CC2=CC=CC=C12)C=1C(=C(C(=C(C1[2H])[2H])[2H])B(O)O)[2H] (3-(naphthalen-2-yl)phenyl-2,4,5,6-d4)boronic acid